C(=C)OC(C)C iso-propyl vinyl ether